C1(CCCC1)C1=NC2=CC(=C(C=C2C(=N1)NC1CCS(CC1)(=O)=O)OC)OCCCN1CCCC1 4-((2-cyclopentyl-6-methoxy-7-(3-(pyrrolidin-1-yl)propoxy)quinazolin-4-yl)amino)tetrahydro-2H-thiopyran 1,1-dioxide